C(C)C1=CC=C(C=C1)CC=1C(=NN(C1C)C(C)C)OC1[C@H](O)[C@@H](O)[C@H](O)[C@H](O1)COC(=O)OC(C)C 4-[(4-ethylphenyl)methyl]-3-(6-O-isopropoxycarbonyl-D-glucopyranosyloxy)-1-isopropyl-5-methylpyrazole